[N+](=O)([O-])C=1C=NN(C1C=1C=C(C=CC1)[C@H](CC=C)NC(OC(C)(C)C)=O)COCC[Si](C)(C)C tert-Butyl N-[(1S)-1-[3-(4-nitro-1-{[2-(trimethylsilyl)ethoxy]methyl}-1H-pyrazol-5-yl) phenyl]but-3-en-1-yl]carbamate